(S)-benzyl 3-(3-((R)-5-chloro-2,3-dihydro-1H-inden-1-yl) ureido)-2-(2,6-dichloro-4-(3-chlorobenzylcarbamoyl)benzamido)propanoate ClC=1C=C2CC[C@H](C2=CC1)NC(NC[C@@H](C(=O)OCC1=CC=CC=C1)NC(C1=C(C=C(C=C1Cl)C(NCC1=CC(=CC=C1)Cl)=O)Cl)=O)=O